5-[(propan-2-yl)carbamoyl]thiophene-2-sulfonyl chloride CC(C)NC(=O)C1=CC=C(S1)S(=O)(=O)Cl